[Ni].CC1=CC=CC=C1.CC1=CC=CC=C1 bis(toluene) nickel